N-benzyl-4-((2,4-dioxothiazolidin-5-ylidene)methyl)benzamide C(C1=CC=CC=C1)NC(C1=CC=C(C=C1)C=C1C(NC(S1)=O)=O)=O